C(C)(C)(C)OC(N(C([2H])([2H])[2H])S(=O)(=O)C1=NC=CC(=C1)NC(=O)[C@@H]1O[C@]([C@H]([C@H]1C1=C(C(=C(C=C1)F)F)OC)C)(C(F)(F)F)C)=O |o1:23,25,26,27| rel-((4-((2R,3S,4S,5R)-3-(3,4-difluoro-2-methoxyphenyl)-4,5-dimethyl-5-(Trifluoromethyl)tetrahydrofuran-2-carboxamido)pyridin-2-yl)sulfonyl)(methyl-d3)carbamic acid tert-butyl ester